2-METHYL-4-NITROPHENYLBORONIC ACID CC1=C(C=CC(=C1)[N+](=O)[O-])B(O)O